Cl.C(C1=CC=CC=C1)NCCOCCCl N-benzyl-2-(2-chloroethyl)oxy-ethylamine hydrochloride